2,4,8-trimethyl-4-nonanol CC(C)CC(CCCC(C)C)(O)C